ethyl (4aS,9bR)-6-bromo-5-(2-(methylamino)-2-oxoethyl)-1,3,4,4a,5,9b-hexahydro-2H-pyrido[4,3-b]indole-2-carboxylate BrC1=CC=CC=2[C@H]3[C@@H](N(C12)CC(=O)NC)CCN(C3)C(=O)OCC